COC=1C=C(CC=2N(C3=CC=CC=C3C2)C(=O)OC(COCCCCCCCCC(C)C)C)C=CC1 propylene glycol monoisoundecyl ether 3-Methoxybenzyl-1H-indole-1-carboxylate